ClCC(=O)NC=1C(=CC(=NC1)C1=CC(=NC=C1)N)Cl 2-chloro-N-(2'-amino-4-chloro-[2,4'-bipyridin]-5-yl)acetamide